Cl.FC(C(=O)N)(F)F trifluoroacetamide hydrochloride